C(C1=CC=CC=C1)N1N=C(N=C1)C(=O)N[C@H]1C(N(C=2N(CC1)N=C(C2)CCN2CC(C2)OC)C)=O 1-benzyl-N-[(6R)-2-[2-(3-methoxyazetidin-1-yl)ethyl]-4-methyl-5-oxo-7,8-dihydro-6H-pyrazolo[1,5-a][1,3]diazepin-6-yl]-1,2,4-triazole-3-carboxamide